3-(1-{N-methyl-5-[(tert-butoxy)carbonyl]-4H,5H,6H,7H-pyrazolo[1,5-a]pyrazine-3-amido}cyclopropyl)benzoic acid CN(C(=O)C=1C=NN2C1CN(CC2)C(=O)OC(C)(C)C)C2(CC2)C=2C=C(C(=O)O)C=CC2